3-Iodo-1-(tetrahydro-pyran-2-yl)-1H-indazol-5-ol IC1=NN(C2=CC=C(C=C12)O)C1OCCCC1